3-(2-fluoro-4'-((2-oxopyridin-1(2H)-yl)methyl)-[1,1'-biphenyl]-3-yl)piperidine-2,6-dione FC1=C(C=CC=C1C1C(NC(CC1)=O)=O)C1=CC=C(C=C1)CN1C(C=CC=C1)=O